4-((2S,3R,4S,5R)-3-(2-(difluoromethoxy)-4-fluorophenyl)-4,5-dimethyl-5-(trifluoromethyl)tetrahydrofuran-2-carboxamido)picolinamide FC(OC1=C(C=CC(=C1)F)[C@@H]1[C@H](O[C@]([C@H]1C)(C(F)(F)F)C)C(=O)NC1=CC(=NC=C1)C(=O)N)F